(2R,6S)-4-(6-bromocinnolin-4-yl)-2,6-dimethylmorpholine BrC=1C=C2C(=CN=NC2=CC1)N1C[C@H](O[C@H](C1)C)C